CC1=CC=C(C=C1)S(=O)(=O)[O-].CCCC(CCCC)[NH3+] octan-4-aminium 4-methylbenzene-1-sulfonate